6-(chloromethyl)-2-{6-cyclopropyl-4-[4-fluoro-2-(4-methyl-1,2,4-triazol-3-yl)phenyl]pyridin-2-yl}-4-methoxy-3H-isoindol-1-one ClCC1=CC(=C2CN(C(C2=C1)=O)C1=NC(=CC(=C1)C1=C(C=C(C=C1)F)C1=NN=CN1C)C1CC1)OC